ClC1=NC(=CC=C1CO)N1CC2C(C2C1)(F)F (2-chloro-6-{6,6-difluoro-3-azabicyclo[3.1.0]hex-3-yl}pyridin-3-yl)methanol